CN1C(=C2OC[C@@H]3[C@H](NS(C2=C1)(=O)=O)CCC3)C(=O)NC3=CC(=C(C(=C3)F)F)F cis-2-Methyl-N-(3,4,5-trifluorophenyl)-5a,6,7,8,8a,9-hexahydro-2H,5H-cyclopenta[f]pyrrolo[3,4-b][1,4,5]oxathiazocin-1-carboxamid-4,4-dioxid